N1(CCCCC1)C(=O)C=1C=NN2C1C=CC=C2C=2C=C1CNC(C1=CC2)=O 5-(3-(piperidine-1-carbonyl)pyrazolo[1,5-a]pyridin-7-yl)isoindolin-1-one